C(CCCCCCCCCCCCCCC)[C@]1(O)[C@H](O)[C@@H](O)[C@H](O)[C@H](O1)CO 1-hexadecyl-beta-D-glucose